[Li+].C12CN(CC2C1)C1=CC=C(C=C1)[C@H](C)N1N=CC2=C(C=CC(=C12)C(=O)[O-])C#CC 1-((1S)-1-(4-(3-azabicyclo[3.1.0]hex-3-yl)phenyl)ethyl)-4-(propan-1-yn-1-yl)-1H-indazole-7-carboxylic acid lithium salt